2,5-dimethyl-2,5-di(tert-butyl-peroxy)hexane phosphorus [P].CC(C)(CCC(C)(OOC(C)(C)C)C)OOC(C)(C)C